C(C)OS(=O)(=O)OCC.C(=C)N1C(CCC1)=O vinyl-pyrrolidone diethyl-sulfate